NC=1N=C2N(C=C(C=C2)B2OC(C(O2)(C)C)(C)C)C1C(=O)[C@H]1[C@H](C1)F (2-amino-6-(4,4,5,5-tetramethyl-1,3,2-dioxaborolan-2-yl)imidazo[1,2-a]pyridin-3-yl)((1S,2S)-2-fluorocyclopropyl)methanone